(R)-N-(1-(3-(1-(cyclopropylmethyl)-1H-pyrazol-4-yl)-5-(1-methyl-1H-pyrazol-4-yl)phenyl)ethyl)-5-(2-(dimethylamino)ethoxy)-2-methylbenzamide C1(CC1)CN1N=CC(=C1)C=1C=C(C=C(C1)C=1C=NN(C1)C)[C@@H](C)NC(C1=C(C=CC(=C1)OCCN(C)C)C)=O